CSC1=NN=C(S1)S 5-Methylmercapto-2-mercapto-1,3,4-thiadiazole